O1CCC12CCN(CC2)C2=NC=CC(=N2)N 2-(1-oxa-7-azaspiro[3.5]non-7-yl)pyrimidin-4-amine